lanthanum manganese citrate C(CC(O)(C(=O)[O-])CC(=O)[O-])(=O)[O-].[Mn+2].[La+3]